6-(2,5-dioxo-2,5-dihydro-1H-pyrrol-1-yl)-N-[(1S)-1-{[(1S)-1-{[3-fluoro-4-(iodomethyl)phenyl]carbamoyl}ethyl]carbamoyl}-2-methylpropyl]hexanamide O=C1N(C(C=C1)=O)CCCCCC(=O)N[C@@H](C(C)C)C(N[C@@H](C)C(NC1=CC(=C(C=C1)CI)F)=O)=O